BrC(OC1=C2CN(CC2=C(C=C1)F)C(=O)OC(C)(C)C)(F)F tert-butyl 4-(bromodifluoromethoxy)-7-fluoroisoindoline-2-carboxylate